1,3,5,7-naphthalenetetracarboxylic acid C1(=CC(=CC=2C(=CC(=CC12)C(=O)O)C(=O)O)C(=O)O)C(=O)O